C1=CC=CC=2C3=CC=CC=C3C(=CC12)C=1C=C(C=CC1)N(C1=CC=2C(C3=CC=CC=C3C2C=C1)(C1=CC=CC=C1)C1=CC=CC=C1)C1=CC=C(C=C1)C=1C2=CC=CC=C2C=2C=CC=CC2C1 N-(3-(phenanthren-9-yl)phenyl)-N-(4-(phenanthren-9-yl)phenyl)-9,9-diphenyl-9H-fluoren-2-amine